FC=1C=C2N(CCN(C2=CC1)C(=O)NC1CN(C1)C(=O)OC(C)(C)C)C1=CC=C(C=C1)F tert-butyl 3-(6-fluoro-4-(4-fluorophenyl)-1,2,3,4-tetrahydroquinoxaline-1-carboxamido)azetidine-1-carboxylate